1-phenylbicyclo[2.2.1]hept-2-ene C1(=CC=CC=C1)C12C=CC(CC1)C2